4-Diphenylamino-benzaldehyd C1(=CC=CC=C1)N(C1=CC=C(C=O)C=C1)C1=CC=CC=C1